ClC=1C=C2C=C(NC2=CC1C=1OC=C(N1)C)CNC(C)=O N-{[5-chloro-6-(4-methyl-1,3-oxazol-2-yl)-2-indolyl]methyl}acetamide